CO\N=C\C(=O)O (2E)-2-methoxyiminoacetic acid